C(C)OC=1C(=NC=CC1)OC=1C=C(C=NC1)C1=NC=C(C=N1)C(=O)N[C@@H]1CNCC[C@@H]1F 2-{5-[(3-ethoxypyridin-2-yl)oxy]pyridin-3-yl}-N-[(3R,4S)-4-fluoropiperidin-3-yl]pyrimidine-5-carboxamide